C(CCCCC)OC[C@@H](COCCCCCCCC\C=C/C\C=C/CCCCC)N(C)C (2S)-1-(hexyloxy)-N,N-dimethyl-3-[(9Z,12Z)-octadeca-9,12-dien-yloxy]propan-2-amine